C(CCCCCCCCCCCCCCCCC)OCC (octadecyloxy)ethan